(2r,7aS)-2-fluorotetrahydro-1H-pyrrolizin F[C@@H]1CC2=CCCN2C1